C(CCCCCCC\C=C/CCCCCCCC)(=O)[O-].C(CCCCCCC\C=C/CCCCCCCC)(=O)[O-].C(CCC)[Sn+2]CCCC dibutyl-tin dioleate